FC(C=1C=C(C=C(C1)C(F)(F)F)C1(C2=CC=C(C=C2OC=2C=C(C=CC12)O)O)C(F)(F)F)(F)F 9-(3,5-bis(trifluoromethyl)phenyl)-9-(trifluoromethyl)-9H-xanthene-3,6-diol